CC=1C=C(C=CC1)N1CCC(CC1)C(=O)O 1-(3-methylphenyl)piperidine-4-carboxylic acid